C(C)(C)(C)OC(NC1=CC(=C(C2=C1CCO2)C(NC2=CC(=C(C=C2)OC)N2CCC(CC2)(F)F)=O)N2CCC1(CC1)CC2)=O (7-((3-(4,4-difluoropiperidin-1-yl)-4-methoxyphenyl)carbamoyl)-6-(6-azaspiro[2.5]oct-6-yl)-2,3-dihydrobenzofuran-4-yl)carbamic acid tert-butyl ester